2-[3-(6-methyl-2-pyridyl)-1H-pyrazol-4-yl]-7-[rac-(1R,4R)-5-methyl-2,5-diazabicyclo[2.2.1]heptan-2-yl]-1,5-naphthyridine CC1=CC=CC(=N1)C1=NNC=C1C1=NC2=CC(=CN=C2C=C1)N1[C@H]2CN([C@@H](C1)C2)C |r|